tert-butyl (2-((4-(3-((((1R,4R)-4-hydroxycyclohexyl)oxy)methyl)phenyl)thiazol-2-yl)amino)-2-oxoethyl)carbamate OC1CCC(CC1)OCC=1C=C(C=CC1)C=1N=C(SC1)NC(CNC(OC(C)(C)C)=O)=O